C(CC)SSCCCO 3-(propyldisulfanyl)propan-1-ol